C(C)(C)(C)C1N(CCC(C1)CCC(=O)NC1=CC(=C(C=C1)OC1=C(C=C(C=C1)F)F)C=1C2=C(C(N(C1)C)=O)NC=C2)C(=O)OCCN(C)CO 2-((hydroxymethyl)(methyl)amino)ethanol tert-butyl-4-[3-[4-(2,4-difluorophenoxy)-3-(6-methyl-7-oxo-1H-pyrrolo[2,3-c]pyridin-4-yl)anilino]-3-oxo-propyl]piperidine-1-carboxylate